O[C@@]12[C@]3(CCCC=C3CC[C@H]1[C@@H]1CCC[C@@]1(C)CC2)C 9-hydroxy-4-androstene